C(C)(=O)C1=CC(NC2=CC(=CC(=C12)C)C(C)C)=O 4-acetyl-7-isopropyl-5-methylquinolin-2(1H)-one